4''-bromo-4'-phenyl-[1,1':2',1'':4'',1'''-quaterphenyl] BrC1(CC=C(C=C1)C=1C(=CC=C(C1)C1=CC=CC=C1)C1=CC=CC=C1)C1=CC=CC=C1